benzo(c)fluoranthene C1C=CC=C2C=CC=3C=4C=CC=CC4C4=CC=CC21C34